FC(C(=O)N(C[C@H](CC1=CC=CC=C1)NC(C1=CC=C(C=C1)F)=O)C1=CC=C(C=C1)S(=O)(=O)Cl)(F)F (S)-4-(2,2,2-trifluoro-N-(2-(4-fluorobenzamido)-3-phenylpropyl)acetamido)benzene-1-sulfonyl chloride